ClC1=C(C=CC(=C1)Cl)[C@@H](C)NC1=NC(=NC=C1OC)N1C[C@@H]([C@H](CC1)NC(OC(C)(C)C)=O)O tert-butyl N-[(3S,4S)-1-[4-[[(1R)-1-(2,4-dichlorophenyl)ethyl]amino]-5-methoxy-pyrimidin-2-yl]-3-hydroxy-4-piperidyl]carbamate